2'-chloro-N-(6-(4-(difluoromethyl)-4-methoxycyclohex-1-en-1-yl)thiazolo[4,5-b]pyrazin-2-yl)-5'-methoxy-6-methyl-[4,4'-bipyridine]-3-carboxamide ClC1=NC=C(C(=C1)C1=C(C=NC(=C1)C)C(=O)NC=1SC=2C(=NC=C(N2)C2=CCC(CC2)(OC)C(F)F)N1)OC